1-(2-(1H-indol-3-yl)ethyl)-7-methoxy-2-((tetrahydro-2H-pyran-4-yl)methyl)-6-(2,2,2-trifluoroethoxy)-1,2,3,4-tetrahydroisoquinoline N1C=C(C2=CC=CC=C12)CCC1N(CCC2=CC(=C(C=C12)OC)OCC(F)(F)F)CC1CCOCC1